ClC1=C(C(=O)NCC(F)F)C=CC(C1(F)F)(F)F 2-chloro-N-(2,2-difluoroethyl)-3,4-difluoro-3,4-difluorobenzamide